C1(CC1)S(=O)(=O)NC=1SC=C(N1)C(C(=O)NC1=NC=C(C=C1)C1=NC(=CN=C1)C(F)(F)F)(C)C 2-(2-(cyclopropanesulfonamido)thiazol-4-yl)-2-methyl-N-(5-(6-(trifluoromethyl)pyrazin-2-yl)pyridin-2-yl)propanamide